CC1=C(C=C2N=CC=NC2=C1)C=O (7-methylquinoxalin-6-yl)methanone